pyrrolidin-3-yl (1-(trifluoromethyl)cyclopropyl)carbamate FC(C1(CC1)NC(OC1CNCC1)=O)(F)F